isopropyl ((R)-(((1S,4R)-4-(2-amino-6-ethoxy-9H-purin-9-yl)cyclopent-2-en-1-yl)methoxy)(phenoxy)phosphoryl)-L-alaninate NC1=NC(=C2N=CN(C2=N1)[C@H]1C=C[C@H](C1)CO[P@@](=O)(OC1=CC=CC=C1)N[C@@H](C)C(=O)OC(C)C)OCC